(3-(2,6-dimethylphenoxy)phenyl)-1,3-dioxolane CC1=C(OC=2C=C(C=CC2)C2OCCO2)C(=CC=C1)C